OC/C(=C/C(=O)[O-])/[Sn](CCCC)(CCCC)CCCC (Z)-4-hydroxy-3-(tributylstannyl)-2-butenoate